L-Thyroxine Sodium salt [Na+].N[C@@H](CC1=CC(I)=C(C(I)=C1)OC1=CC(I)=C(C(I)=C1)O)C(=O)[O-]